C(CCCCCCCCCCCCCC)OS(=O)(=O)C1=CC=CC=C1.[Rb].C(C)C1=C(C=CC(=C1)[N+](=O)[O-])NC(C)=O N-(2-ethyl-4-nitrophenyl)acetamide rubidium pentadecylbenzenesulfonate